propyl 4-methyl-2-(3-{[6-(5-methyl-1,2,4-oxadiazol-3-yl) pyridin-2-yl] formylamino} propionylamino)-1,3-thiazole-5-carboxylate CC=1N=C(SC1C(=O)OCCC)NC(CCNC(=O)C1=NC(=CC=C1)C1=NOC(=N1)C)=O